dibromo[2,6-bis[4-(R)-methyl-2-oxazolyl]pyridine] cobalt [Co].BrC=1C=C(C(=NC1C=1OC=C(N1)C)C=1OC=C(N1)C)Br